1-[4-(7-{[(1R)-1-(2,4-dichlorophenyl)ethyl]amino}-2-methylpyrazolo[4,3-d]pyrimidin-5-yl)piperazin-1-yl]-3-(dimethylamino)propan-1-one ClC1=C(C=CC(=C1)Cl)[C@@H](C)NC=1C=2C(N=C(N1)N1CCN(CC1)C(CCN(C)C)=O)=CN(N2)C